OC(CN1N=CC2=C(C(=CC=C12)C1=C2C=C(N=CC2=CC=N1)NC1=CC=C(C=C1)NS(=O)(=O)C=1OC2=C(C1)C=CC=C2)C)(C)C N-(4-((5-(1-(2-hydroxy-2-methylpropyl)-4-methyl-1H-indazol-5-yl)-2,6-naphthyridin-3-yl)amino)phenyl)benzofuran-2-sulfonamide